C[C@@H]1CN(C[C@@H](O1)C)C(=O)C=1C2=C(N(N1)CC(=O)N1CCN(CC1)C1=C(C(=CC=C1)C)C)CC1C2C1 2-{3-[(2R,6S)-2,6-Dimethylmorpholin-4-carbonyl]-3b,4,4a,5-tetrahydro-1H-cyclopropa[3,4]cyclopenta[1,2-c]pyrazol-1-yl}-1-[4-(2,3-dimethylphenyl)piperazin-1-yl]ethan-1-on